2-[4-[(5-Cyclopropyl-1H-pyrazol-3-yl)amino]pyrimidin-2-yl]-2-azabicyclo[2.2.1]heptane-4-carboxamide C1(CC1)C1=CC(=NN1)NC1=NC(=NC=C1)N1C2CCC(C1)(C2)C(=O)N